C(C)OC(=O)C1=C(C=2NC=3C=C(C=CC3C2N=C1)C1=CN=CS1)NC(C)C 4-(isopropylamino)-7-(thiazol-5-yl)-5H-pyrido[3,2-b]indole-3-carboxylic acid ethyl ester